N-(pyridazin-4-yl)-1H-indole-2-carboxamide N1=NC=C(C=C1)NC(=O)C=1NC2=CC=CC=C2C1